C(C)(C)(C)OC(=O)N1CC(C1)COC1=CC=C(C=C1)C1=CN(C2=C1N=CN=C2Cl)C2=CC=CC=C2 3-[4-(4-Chloro-5-phenyl-5H-pyrrolo[3,2-d]pyrimidin-7-yl)-phenoxymethyl]-azetidine-1-carboxylic acid tert-butyl ester